6-[[6-[(1-cyclopropyl-2,2,2-trifluoro-ethyl)amino]pyrimidin-4-yl]amino]-3-methyl-3-(trifluoromethyl)-2H-imidazo[1,5-a]pyridine-1,5-dione C1(CC1)C(C(F)(F)F)NC1=CC(=NC=N1)NC1=CC=C2N(C1=O)C(NC2=O)(C(F)(F)F)C